S1C(=NN=C1)NC(=O)C1=CC=C2CN(CNC2=C1)C1=C(C=CC=C1)C N-(1,3,4-thiadiazol-2-yl)-3-o-tolyl-1,2,3,4-tetrahydroquinazoline-7-carboxamide